FC1(CCN(CCC1)C1=C(C=C2C(=N1)N(C=C2)C)C(=O)O)F 6-(4,4-difluoroazepan-1-yl)-1-methyl-1H-pyrrolo[2,3-b]pyridine-5-carboxylic acid